3-({3-Chloro-7H-pyrrolo[2,3-c]pyridazin-7-yl}methyl)-1-methylazetidine ClC1=CC2=C(N=N1)N(C=C2)CC2CN(C2)C